(S)-6-((4-((2-hydroxy-1-phenylethyl)amino)-5-(3-(pyridin-2-yl)-1,2,4-oxadiazol-5-yl)pyridin-2-yl)amino)-1-isopropyl-2-(methoxymethyl)-1,2-dihydro-3H-pyrazolo[3,4-b]pyridin-3-one OC[C@H](C1=CC=CC=C1)NC1=CC(=NC=C1C1=NC(=NO1)C1=NC=CC=C1)NC1=CC=C2C(=N1)N(N(C2=O)COC)C(C)C